ClC=1C=NC(=C(C(=O)NC2CCC(CC2)CN2C(N(C3=C2C=CC=C3)C=3C=C2C=CC=NC2=CC3)=O)C1)C(F)(F)F 5-chloro-N-((1r,4r)-4-((2-oxo-3-(quinolin-6-yl)-2,3-dihydro-1H-benzo[d]imidazol-1-yl)methyl)cyclohexyl)-2-(trifluoromethyl)nicotinamide